O1C=NC=C1B(O)O 1,3-OXAZOL-5-YLBORONIC ACID